CC([C@@H](C)NC1=NC(=NC=C1C(=O)N)NC1CCC(CC1)OC)(C)C 4-((R)-3,3-dimethylbutan-2-ylamino)-2-((1r,4R)-4-methoxycyclohexylamino)pyrimidine-5-carboxamide